C(C)OC(COC1=NC=CC=C1OC1=C(C=C(C(=C1)N1C(N(C(=CC1=O)C(C)(F)F)C)=O)F)Cl)=O.N=1C(C=CC1)=[Se] Azoleselenone ethyl-2-[[3-[2-chloro-5-[4-(1,1-difluoroethyl)-3-methyl-2,6-dioxo-pyrimidin-1-yl]-4-fluoro-phenoxy]-2-pyridyl]oxy]acetate